BrC=1C=C(C=O)C=C(C1O)O 3-bromo-4,5-dihydroxybenzaldehyde